4-[4-[[6'-(4-cyclopropyl-6-methoxy-pyrimidin-5-yl)-2',2'-dioxo-spiro[cyclopropane-1,3'-isothiazolo[3,4-d]pyrimidine]-1'-yl]methyl]phenyl]-2-[(4-methoxyphenyl)methyl]phthalazin-1-one C1(CC1)C1=NC=NC(=C1C1=NC=C2C(=N1)N(S(C21CC1)(=O)=O)CC1=CC=C(C=C1)C1=NN(C(C2=CC=CC=C12)=O)CC1=CC=C(C=C1)OC)OC